NC=1C(=C(C(=O)O)C=C(C1)N)CCCCCCCOC1=CC=C(C=C1)\C=C\C(C1=CC=C(C=C1)C1=CC=C(C=C1)CCCCC)=O 3,5-Diamino-2-[7-[4-[(E)-3-oxo-3-[4-(4-pentylphenyl)phenyl]prop-1-enyl]phenoxy]heptyl]benzoic acid